C(C)(C)(C)OP(=O)(OC(C)(C)C)[O-].[Cs+] cesium di-tert-butylphosphate